ClC1=CC(=C(N=N1)C=1C=NN(C1)C)NCC1CN(CCO1)C(=O)OC(C)(C)C tert-butyl 2-((6-chloro-3-(1-methyl-1H-pyrazol-4-yl)pyridazin-4-ylamino)methyl)morpholine-4-carboxylate